ClC1=NC=CC(=N1)OC1N(CCCC1)C1(N=CSC1CCC1=C(C(=O)N)C(=CC=C1)F)C(F)F 2-{4-[(2-chloropyrimidin-4-yl)oxypiperidin-1-yl]-2-[4-(difluoromethyl)-1,3-thiazol-5-yl]ethyl}-6-fluorobenzamide